O-hexadecyluridine-3'-phosphate P(=O)(O)(O)O[C@H]1[C@H]([C@@H](O[C@@H]1CO)N1C(=O)NC(=O)C=C1)OCCCCCCCCCCCCCCCC